BrC1=NNC2=CN=C(C=C21)C=2C(=NC=NC2OC)C2CC2 3-bromo-5-(4-cyclopropyl-6-methoxypyrimidin-5-yl)-1H-pyrazolo[3,4-c]pyridine